FC1(CCN(CC1)[C@H]1CC2(CN(C2)C(=O)OCC)CC1)C1=NC=C(C=C1C1=NC=CN=C1)F ethyl (R)-6-(4-fluoro-4-(5-fluoro-3-(pyrazin-2-yl)pyridin-2-yl)piperidin-1-yl)-2-azaspiro[3.4]octane-2-carboxylate